IC(C)B1OC(C(O1)(C)C)(C)C 2-(1-iodoethyl)-4,4,5,5-tetramethyl-1,3,2-dioxaborolane